tert-butyl 4-(5-(4-((5-chloro-4-(1-benzenesulfonyl-1H-indol-3-yl) pyrimidin-2-yl) amino) piperidine-1-carbonyl)-2-nitrophenyl)-3,6-dihydropyridine-1(2H)-carboxylate ClC=1C(=NC(=NC1)NC1CCN(CC1)C(=O)C=1C=CC(=C(C1)C=1CCN(CC1)C(=O)OC(C)(C)C)[N+](=O)[O-])C1=CN(C2=CC=CC=C12)S(=O)(=O)C1=CC=CC=C1